(4bS,5R,6R,7S,7aR)-7a-(4-Cyanophenyl)-4b,5-dihydroxy-4-methoxy-N,N-dimethyl-7-phenyl-4b,6,7,7a-tetrahydro-5H-cyclopenta[4,5]furo[2,3-c]pyridine-6-carboxamide C(#N)C1=CC=C(C=C1)[C@]12[C@](C3=C(C=NC=C3OC)O1)([C@@H]([C@@H]([C@H]2C2=CC=CC=C2)C(=O)N(C)C)O)O